N1C=CC=2C1=NC=CC2CNCCCO 3-(((1H-pyrrolo[2,3-b]pyridine-4-yl)methyl)amino)propan-1-ol